FC(C(C(C(F)(F)F)(F)F)(F)F)(F)C=C (Perfluorobutyl)ethene